CC(C[C@H]1[C@H](C[C@H]2N(CCC3=CC(=C(C=C23)OC)O)C1)O)(C)C (2S,3R,11bR)-3-(2,2-dimethylpropyl)-10-methoxy-1H,2H,3H,4H,6H,7H,11bH-pyrido[2,1-a]isoquinoline-2,9-diol